1-(5-bromopyrimidin-2-yl)-4,4-difluorocyclohexan-1-ol BrC=1C=NC(=NC1)C1(CCC(CC1)(F)F)O